(S)-N-(4-((5-(1-ethyl-6-methyl-1H-pyrazolo[3,4-b]pyridin-4-yl)-3-methyl-4,5,6,7-tetrahydro-1H-pyrazolo[4,3-c]pyridin-1-yl)methyl)bicyclo[2.2.2]oct-1-yl)morpholine-3-carboxamide C(C)N1N=CC=2C1=NC(=CC2N2CC1=C(CC2)N(N=C1C)CC12CCC(CC1)(CC2)NC(=O)[C@H]2NCCOC2)C